1-(2-Fluoro-6-((4-(((1,1,1,3,3,3-hexafluoropropan-2-yl)oxy)carbonyl)piperazin-1-yl)methyl)-3-methylphenyl)piperidine-4-carboxylic acid FC1=C(C(=CC=C1C)CN1CCN(CC1)C(=O)OC(C(F)(F)F)C(F)(F)F)N1CCC(CC1)C(=O)O